tert-butyl 2-(3-((tert-butyldimethylsilyl)oxy)cyclohexylidene)hydrazine-1-carboxylate [Si](C)(C)(C(C)(C)C)OC1CC(CCC1)=NNC(=O)OC(C)(C)C